N1=CN=CC(=C1)B1OC(C)(C)C(C)(C)O1 Pyrimidine-5-boronic acid pinacol ester